O1C2(CCC3=CC=C(C(=C13)C(=O)O)C(=O)O)CNC2 spiro[azetidine-3,2'-chromane]-7',8'-dicarboxylic acid